O-(7-azabenzo-triazol-1-yl)-N,N,N',N'-tetramethyluronium hexafluorophosphate F[P-](F)(F)(F)(F)F.N1(N=NC2=C1N=CC=C2)OC(=[N+](C)C)N(C)C